(2S)-2-amino-4-[(5-bromo-6-methylpyridine-2-yl)carbamoyl]butanoic acid trifluoroacetic acid salt FC(C(=O)O)(F)F.N[C@H](C(=O)O)CCC(NC1=NC(=C(C=C1)Br)C)=O